C(C)OC(CC1=C(C=C(C(=C1)F)Br)I)=O 2-(4-bromo-5-fluoro-2-iodo-phenyl)acetic acid ethyl ester